C(C)(C)OC(NC1=NC2=C(N1)C=C(C=C2)CCCC)=O (6-butyl-1H-benzo[d]imidazol-2-yl)carbamic acid isopropyl ester